FC1=C(N)C=C(C=C1)C=1OC(=NN1)C1=CN=CO1 2-fluoro-5-(5-(oxazol-5-yl)-1,3,4-oxadiazol-2-yl)aniline